Methyl 3-amino-1-benzylpyrrolidine-3-carboxylate TFA salt OC(=O)C(F)(F)F.NC1(CN(CC1)CC1=CC=CC=C1)C(=O)OC